C(C)OC(=O)C=1N=C2N(C=C(C=C2)N)C1 6-Aminoimidazo[1,2-a]pyridine-2-carboxylic acid ethyl ester